FC=1C=CC(=C(C1)NC1=CC2=C(C(=N1)OC1CN(CC1)C(C=C)=O)C=CN2C)C 1-(3-((6-((5-fluoro-2-methylphenyl)amino)-1-methyl-1H-pyrrolo[3,2-c]pyridin-4-yl)oxy)pyrrolidin-1-yl)prop-2-en-1-one